FC1(CCC2=C1N=C(N=C2C2=CC1=C(CNC[C@H](O1)CC)C=C2)N2[C@H]([C@@H](C2)O)C)F (R)-8-(7,7-difluoro-2-((2S,3R)-3-hydroxy-2-methylazetidin-1-yl)-6,7-dihydro-5H-cyclopenta[d]pyrimidin-4-yl)-2-ethyl-3,4-dihydrobenzo[f][1,4]oxazepin